C(C=CC1=CC=CC=C1)N(CCN1CCN(CC1)C(=O)OC(C)(C)C)[C@H](C)C1=CC=C(C=C1)OC tert-butyl (R)-4-(2-(cinnamyl(1-(4-methoxyphenyl)ethyl)amino)ethyl)-piperazine-1-carboxylate